C(CCCCCCCCCCC)(=O)N(C)CC(=O)O.C(CCCCCCCCCCCCCCCCC)N Octadecylamine N-lauroyl-sarcosinate